(R)-4-amino-6-methylthiohexanoic acid N[C@@H](CCC(=S)O)CCC